(9,9-diphenyl-9H-fluoren-2-yl)-boronic acid C1(=CC=CC=C1)C1(C2=CC=CC=C2C=2C=CC(=CC12)B(O)O)C1=CC=CC=C1